ClC=1C=C(C2=C(N=C(S2)NC(=O)C2C3CC4CC(CC2C4)C3)C1)Cl N-(5,7-dichloro-1,3-benzothiazol-2-yl)adamantane-2-carboxamide